FC=1C=CC=C2C(N(C=3N(C12)C(NN3)=S)CCCNC(CC3=CC=C(C(=O)OC)C=C3)=O)=O methyl 4-(2-((3-(9-fluoro-5-oxo-1-thioxo-1,2-dihydro-[1,2,4]triazolo[4,3-a]quinazolin-4(5H)-yl)propyl)amino)-2-oxoethyl)benzoate